C1(=CC=CC=C1)P(C1=C(C2=CC=CC=C2C=C1)C1=C(C=CC2=CC=CC=C12)P(C1=CC=CC=C1)C1=CC=CC=C1)C1=CC=CC=C1 rac-2,2'-Bis(diphenylphosphino)-1,1'-binaphthyl